rac-tert-butyl 4-(allyloxycarbamoyl)-2,2-dimethyl-piperidine-1-carboxylate C(C=C)ONC(=O)[C@H]1CC(N(CC1)C(=O)OC(C)(C)C)(C)C |r|